C1([C@H](O)[C@@H](O)[C@@H](O)[C@H](O1)CO)C(O)[C@H](N)[C@H](O)\C=C\CCCCCCCCCCCCC galactosyl-sphingosine